4-butenyl-benzocyclobutene C(=CCC)C1=C2C(CC2)=CC=C1